C(C)(=O)N[C@@H](C(=O)O)CC(=O)C1=C(C=CC(=C1)Cl)N (R)-2-acetamido-4-(2-amino-5-chlorophenyl)-4-oxobutanoic acid